C(=O)(O)C1=C(C=CC(=C1)C(=O)ON1C(CCC1=O)=O)C1=C2C=CC(C(=C2OC2=C1C=C1C(CC(NC1=C2S(=O)(=O)O)(C)C)C)S(=O)(=O)[O-])=[NH2+] 6-(2-carboxy-4-{[(2,5-dioxo-1-pyrrolidinyl)oxy]carbonyl}phenyl)-9-iminio-2,2,4-trimethyl-12-sulfo-1,3,4,9-tetrahydro-2H-chromeno[3,2-g]quinoline-10-sulfonate